ClC1=C(C(=CC=C1)Cl)N1C=2N(C3=C(C1=O)C=NC(=N3)NC3=CC(=C(C=C3)N3C[C@@H](N([C@@H](C3)C)C)C)C(F)(F)F)CCN2 6-(2,6-Dichlorophenyl)-2-((3-trifluoromethyl-4-((3S,5R)-3,4,5-trimethylpiperazin-1-yl)phenyl)amino)-8,9-dihydroimidazo[1,2-a]pyrimido[5,4-e]pyrimidin-5(6H)-one